S(=O)(=O)([O-])[O-].C1(=C(C=CC=C1)[N+](CC)(CC)CC)C.C1(=C(C=CC=C1)[N+](CC)(CC)CC)C bis(tolyltriethylammonium) sulfate